3,3-dimethyl-2,3-dihydro-1-benzofuran CC1(COC2=C1C=CC=C2)C